2-(2,3-Difluorophenyl)-N-[(3S)-2-oxo-5-phenyl-1,3-dihydro-1,4-benzodiazepin-3-yl]pyrazolo[1,5-a]pyrimidine-3-carboxamide FC1=C(C=CC=C1F)C1=NN2C(N=CC=C2)=C1C(=O)N[C@@H]1C(NC2=C(C(=N1)C1=CC=CC=C1)C=CC=C2)=O